6-((1,4-Dioxan-2-yl)methoxy)-4-(benzyloxy)-3-ethyl-2-((4-(3-(methylsulfonyl)propoxy)phenyl)ethynyl)pyridine O1C(COCC1)COC1=CC(=C(C(=N1)C#CC1=CC=C(C=C1)OCCCS(=O)(=O)C)CC)OCC1=CC=CC=C1